(4-methoxybenzylidene)-5-oxo-5-(thiophen-2-yl)pentanhydrazide Terpinyl-Acetate C12(C(CCC(C1(C)C)C2)(C)CC(=O)O)C21C(CCC(C2(C)C)C1)(C)C12C(CCC(C1(C)C)C2)C.COC2=CC=C(C=C(C(=O)NN)CCC(C=1SC=CC1)=O)C=C2